ClC1=C(C(=CC=C1)C(C)C)N1C(N=C(C2=C1N=C(C(=C2)F)C2=C(C=CC=C2O)F)N2[C@H](CN(CC2)C(C=C)=O)C)=O 1-(2-chloro-6-(2-propanyl)phenyl)-6-fluoro-7-(2-fluoro-6-hydroxyphenyl)-4-((2S)-2-methyl-4-(2-propenoyl)-1-piperazinyl)pyrido[2,3-d]pyrimidin-2(1H)-one